16-nonadecaenoic acid C(CCCCCCCCCCCCCCC=CCC)(=O)O